Br(=O)(=O)O.C1(=CC=CC=C1)N1N=C(N=N1)C1=CC=CC=C1 2,5-diphenyl-tetrazole bromate